ethyl 3-((4-hexylphenyl) amino)-2-methyl-3-oxopropionate C(CCCCC)C1=CC=C(C=C1)NC(C(C(=O)OCC)C)=O